14,14-bis((2-carboxyethoxy)methyl)-3,12-dioxo-2,6,9,16-tetraoxa-13-azanonadecan-19-oic acid C(=O)(O)CCOCC(NC(CCOCCOCCC(OC)=O)=O)(COCCC(=O)O)COCCC(=O)O